COC1=CC=C(C=C1)NC1=CC=CC=C1 4-methoxy-N-phenyl-Benzenamine